C(C)(=O)N[C@H](C(=O)N[C@@H](CC1=CC=C(C=C1)C(F)(F)P(O)(O)=O)C(=O)N[C@H](C(=O)N)CCCCNC(C1=CC(=C(C=C1)C)Br)=O)CC1=CC=CC=C1 ((4-((S)-2-((S)-2-acetamido-3-phenylpropanamido)-3-(((S)-1-amino-6-(3-bromo-4-methylbenzamido)-1-oxohexan-2-yl)amino)-3-oxopropyl)phenyl)difluoromethyl)phosphonic acid